CN1CC(CC1)NC(=O)C1=CC=2N=C(N=C(C2O1)N1CCOCC1)N1N=CC(=C1)C1=CC=CC=C1 N-(1-methylpyrrolidin-3-yl)-4-morpholino-2-(4-phenylpyrazol-1-yl)furo[3,2-d]pyrimidine-6-carboxamide